C(CC1=CC=CC=C1)N1C(=NC2=C1C=CC=C2)C=2C=C(C=CC2)C 1-phenethyl-2-(m-tolyl)-benzo[d]imidazole